3-[(7-{8-methyl-1H,2H,3H-pyrido[2,3-b][1,4]oxazin-7-yl}-5H,6H,7H,8H-pyrido[3,4-d]pyrimidin-2-yl)amino]-5,6,7,8-tetrahydroquinolin CC1=C(C=NC=2OCCNC21)N2CC=1N=C(N=CC1CC2)NC=2C=NC=1CCCCC1C2